N-((6-phenylpyridazin-3-yl)methyl)prop-2-en-1-amine C1(=CC=CC=C1)C1=CC=C(N=N1)CNCC=C